4-[(4-methylpiperazine-1-yl)methyldimethoxysilyl]styrene CN1CCN(CC1)C[Si](C1=CC=C(C=C)C=C1)(OC)OC